C1(=CC=CC=C1)C1=C(C=CC(=C1)C1=CC=C(C=C1)OCC)C1=CC=C(C=C1)CCCCCCCC phenyl-4-(4-ethoxyphenyl)-4'-octylbiphenyl